butyl-4-acetyl-3-(3-chloro-5-(4,4,5,5-tetramethyl-1,3,2-dioxaborolan-2-yl)phenyl)-2-methylpiperazine-1-carboxylate C(CCC)OC(=O)N1C(C(N(CC1)C(C)=O)C1=CC(=CC(=C1)B1OC(C(O1)(C)C)(C)C)Cl)C